(S)-2-acetamido-4-(2-amino-3-(((3R,4S,5R)-tetrahydro-2H-pyran-2-yl)oxy)phenyl)-4-oxobutanoic acid C(C)(=O)N[C@H](C(=O)O)CC(=O)C1=C(C(=CC=C1)OC1OCCCC1)N